N-(3-Chloro-4-(trifluoromethyl)phenyl)-3,4-dihydro-2,6-naphthyridine ClC=1C=C(C=CC1C(F)(F)F)N1CC2=CC=NC=C2CC1